5-((benzoyloxy)methyl)tetrahydrofuran C(C1=CC=CC=C1)(=O)OCC1CCCO1